C(CCCCCCC)(=O)OC(C1=CC=CC=C1)C1=CC=CC=C1 1,1-diphenylmethyl octanoate